C(\C(\C)=C\C)(=O)N tiglamide